CC1=C(C=CC(=C1C(C)C)O)C(C)C diisopropyl-m-cresol